4-bromomethyl-1,3-dioxolane-2-one BrCC1OC(OC1)=O